CC=1N=C(SC1N1CCCC1)CCCC=1SC=CC1 4-Methyl-5-(pyrrolidin-1-yl)-2-(3-(thiophen-2-yl)propyl)thiazole